CS(=O)(=O)N1CCN(CC1)C1=CC=C(N)C=C1 4-(4-(methylsulfonyl)piperazin-1-yl)aniline